3-(5-Methyl-1,3-thiazol-2-yl)-5-(oxetan-3-yloxy)-N-{1-[5-(trifluoromethyl)-1,3,4-thiadiazol-2-yl]ethyl}benzamide CC1=CN=C(S1)C=1C=C(C(=O)NC(C)C=2SC(=NN2)C(F)(F)F)C=C(C1)OC1COC1